1-ethyl-N-(5-methoxyquinolin-8-yl)-1H-imidazole-2-sulfonamide C(C)N1C(=NC=C1)S(=O)(=O)NC=1C=CC(=C2C=CC=NC12)OC